8-bromo-6-(2,6-dichlorophenyl)-2-(methylsulfinyl)pyrido[4,3-d]Pyrimidine BrC1=CN(CC2=C1N=C(N=C2)S(=O)C)C2=C(C=CC=C2Cl)Cl